C(C)(C)(C)OC(=O)N1CCC(CC1)N1N=NC(=C1C)C1=CC=2N(C(=C1)OC)C=CN2 4-(4-[5-methoxyimidazo[1,2-a]pyridin-7-yl]-5-methyl-1,2,3-triazol-1-yl)piperidine-1-carboxylic acid tert-butyl ester